Cl.NCCOCCOCCNC(=O)N1C=CC2=C1N=CN=C2N(C)[C@H]2CN(CC[C@H]2C)C(CC#N)=O N-(2-(2-(2-aminoethoxy)ethoxy)ethyl)-4-(((3R,4R)-1-(2-cyanoacetyl)-4-methylpiperidin-3-yl)(methyl)amino)-7H-pyrrolo[2,3-d]pyrimidine-7-carboxamide hydrochloride